N-((6-hydroxybenzo[d][1,3]dioxazol-5-yl)methyl)acrylamide OC=1C(=CC2=C(ONO2)C1)CNC(C=C)=O